ClC1=C(C=CC(=C1O)F)C1=NN=C(S1)CN1C2(CC2)C(N(C1=O)CC1(CC1)C(F)(F)F)=O 4-((5-(2-chloro-4-fluoro-3-hydroxyphenyl)-1,3,4-thiadiazol-2-yl)methyl)-6-((1-(trifluoromethyl)cyclopropyl)methyl)-4,6-diazaspiro[2.4]heptane-5,7-dione